3-((5-(3-bromo-5,6,7,8-tetrahydro-1,8-naphthyridin-2-yl)pentyl)oxy)pyrrolidine-1-carboxylate BrC=1C(=NC=2NCCCC2C1)CCCCCOC1CN(CC1)C(=O)[O-]